ClC1=CC=C(C=C1)C(CCCCCOB([O-])[O-])(C1=CC=C(C=C1)Cl)C1=CC=C(C=C1)Cl.C(CCC)[N+](CCCC)(CCCC)CCCC.C(CCC)[N+](CCCC)(CCCC)CCCC tetrabutylammonium tris(4-chlorophenyl)hexyl-borate